C(C1=CC=CC=C1)(=O)OC1[C@H](O)[C@H](OC(C2=CC=CC=C2)=O)[C@H](O1)COC(C1=CC=CC=C1)=O 1,3,5-tri-O-benzoylribofuranose